6-(4-(4-fluorophenoxy)phenyl)-4-(((2-(2-oxoimidazolidin-1-yl)ethyl)amino)methyl)picolinonitrile FC1=CC=C(OC2=CC=C(C=C2)C2=CC(=CC(=N2)C#N)CNCCN2C(NCC2)=O)C=C1